Cl.N[C@@H]1CN(CCC1)C1=CC(=NC=C1C#CC1CCOCC1)NC1=NC(=NC=C1)C1=C(C=CC=C1OC)F (S)-N-(4-(3-aminopiperidin-1-yl)-5-((tetrahydro-2H-pyran-4-yl)ethynyl)pyridin-2-yl)-2-(2-fluoro-6-methoxyphenyl)pyrimidin-4-amine hydrochloride